FC1=C(C(=CC=C1)F)C=1NC2=C(C3=C(N1)C(=NN3)C)C=C(C(=C2)F)N2CCOCC2 4-[5-(2,6-difluorophenyl)-8-fluoro-3-methyl-1,6-dihydropyrazolo[4,3-d][1,3]benzodiazepine-9-yl]morpholine